Methyl 2-(3-bromo-2-cyanophenyl)-6-hydroxybenzo[d]oxazole-5-carboxylate BrC=1C(=C(C=CC1)C=1OC2=C(N1)C=C(C(=C2)O)C(=O)OC)C#N